CC1COC1 3-methyl-oxetan